tert-butyl 2-((8,9-difluoro-6-oxo-1,4,5,6-tetrahydro-2H-pyrano[3,4-c]isoquinolin-1-yl) (methyl) carbamoyl)-5-fluoroindoline-1-carboxylate FC=1C(=CC=2C3=C(NC(C2C1)=O)COCC3N(C(=O)C3N(C1=CC=C(C=C1C3)F)C(=O)OC(C)(C)C)C)F